ClC=1C(=C(C=C(C1)C1=C(C=CC=C1)C(F)(F)F)C=O)O 3-chloro-2-hydroxy-5-[2-(trifluoromethyl)phenyl]benzene-1-carbaldehyde